C1(CCC1)C=1C(=NN(C1NC(=O)C1CC(C1)(F)F)C)C(C1=CC=C(C=C1)F)(F)F N-(4-cyclobutyl-3-(difluoro(4-fluorophenyl)methyl)-1-methyl-1H-pyrazol-5-yl)-3,3-difluorocyclobutane-1-carboxamide